CC1=C(NC2=CC=C(C=C12)CC(=O)O)C1CCOCC1 2-(3-methyl-2-(tetrahydro-2H-pyran-4-yl)-1H-indol-5-yl)acetic acid